ClC=1C=CC(=C(C1)C1=NOC(=N1)[C@H]1[C@@H](C1)C1=CC=C(C=C1)S(=O)(=O)N)OC 4-{trans-2-[3-(5-chloro-2-methoxyphenyl)-1,2,4-oxadiazol-5-yl]cyclopropyl}benzenesulfonamide